mono2-decen-1-ol maleate C(\C=C/C(=O)O)(=O)O.C(C=CCCCCCCC)O